C(C)(C)C1=CNC2=CC=CC=C12 3-isopropyl-indole